FC1=C(C=CC(=C1)I)NC1=C(C=2C(=NC=CC2)N1C)C(=O)NCCO 2-((2-fluoro-4-iodophenyl)amino)-N-(2-hydroxyethyl)-1-methyl-1H-pyrrolo[2,3-b]pyridine-3-carboxamide